C(C)(=O)N1CCN(CC1)C1=NC=2CCN(C(C2C=C1)=O)C[C@@H](CN1CC2=CC=CC=C2CC1)O 2-(4-acetylpiperazin-1-yl)-6-[(2R)-3-(3,4-dihydro-1H-isoquinolin-2-yl)-2-hydroxy-propyl]-7,8-dihydro-1,6-naphthyridin-5-one